(e)-3,7-dimethyl-2,6-octadienol C\C(=C/CO)\CCC=C(C)C